(R)-6-chloro-1-methyl-N-(8-methyl-2-(1-methylpyrrolidin-2-yl)imidazo[1,2-a]pyrazin-6-yl)-1H-indazole-5-carboxamide ClC1=C(C=C2C=NN(C2=C1)C)C(=O)NC=1N=C(C=2N(C1)C=C(N2)[C@@H]2N(CCC2)C)C